(1aS,2R,3S,11S,11aR)-8-hydroxy-2,11-dimethyl-7,9-dioxo-N-(2,4,6-trifluorobenzyl)-1a,2,7,9,11,11a-hexahydro-1H-3,10-methanocyclopropa[g]pyrido[1,2-b][1,2,5]triazonine-6-carboxamide OC=1C(C(=CN2N3[C@@H]([C@@H]4[C@H]([C@@H](N(C(C21)=O)C3)C)C4)C)C(=O)NCC4=C(C=C(C=C4F)F)F)=O